CN(C)C1=NC=CC=C1 N,N-dimethylpyridinylamine